(S)-3-(isoquinolin-4-yl)-1-(2-methoxy-6-(trifluoromethyl)pyridin-3-yl)-2-oxoimidazolidine-4-carbonitrile C1=NC=C(C2=CC=CC=C12)N1C(N(C[C@H]1C#N)C=1C(=NC(=CC1)C(F)(F)F)OC)=O